[6-(2-hydroxyethyl)-7,8-dihydro-5H-1,6-naphthyridin-3-yl]boronic acid OCCN1CC=2C=C(C=NC2CC1)B(O)O